CCCCCCCCCCCCCCCCCCCCC(C(=O)[O-])O The molecule is a 2-hydroxy fatty acid anion that is the conjugate base of 2-hydroxybehenic acid, obtained by deprotonation of the carboxy group; major species at pH 7.3. It is a long-chain fatty acid anion and a 2-hydroxy fatty acid anion 22:0. It derives from a behenate. It is a conjugate base of a 2-hydroxybehenic acid.